(azetidin-1-yl)-N-(5-(4-fluoro-4-(5-methoxypyridin-2-yl)piperidine-1-carbonyl)-2-methylphenyl)nicotinamide N1(CCC1)C1=C(C(=O)NC2=C(C=CC(=C2)C(=O)N2CCC(CC2)(C2=NC=C(C=C2)OC)F)C)C=CC=N1